4,7,10,13,16,19,22,25,28,31,34,37-dodecaoxa-40-azapentatetracontanoic acid C(CCOCCOCCOCCOCCOCCOCCOCCOCCOCCOCCOCCOCCNCCCCC)(=O)O